ClC=1C=C(C=C2C(=C(C=NC12)C#N)NCC(C)(C)C)N[C@H](C=1N=NN(C1)C1(CCC1)C)C1=C2C=CN(C(C2=CC=C1)=O)C (S)-8-chloro-6-(((2-methyl-1-oxo-1,2-dihydroisoquinolin-5-yl)(1-(1-methylcyclobutyl)-1H-1,2,3-triazol-4-yl)methyl)amino)-4-(neopentylamino)quinoline-3-carbonitrile